The molecule is a straight-chain saturated fatty acid anion that is the conjugate base of tetracosanoic acid (lignoceric acid), formed by deprotonation of the carboxy group. It has a role as a human metabolite and a Saccharomyces cerevisiae metabolite. It is a very long-chain fatty acid anion, a straight-chain saturated fatty acid anion, a fatty acid anion 24:0 and a 2-saturated fatty acid anion. It is a conjugate base of a tetracosanoic acid. CCCCCCCCCCCCCCCCCCCCCCCC(=O)[O-]